N-((1R,2S)-2-amino-2,3-dihydro-1H-inden-1-yl)-4-(5-methyl-7H-pyrrolo[2,3-d]pyrimidin-4-yl)-3,4-dihydro-2H-1,4-thiazine-6-carboxamide N[C@@H]1[C@@H](C2=CC=CC=C2C1)NC(=O)C1=CN(CCS1)C=1C2=C(N=CN1)NC=C2C